ClC1=C(C=CC(=C1)Cl)C1=CC=C(S1)CC(=O)NN1CCCCC1 2-(5-(2,4-dichlorophenyl)thiophen-2-yl)-N-(piperidin-1-yl)acetamide